CN1N=NC(=C1C(=O)OC)C1=NC(=C(C=C1)N(S(=O)(=O)C)C([2H])([2H])[2H])C methyl 1-methyl-4-(6-methyl-5-(N-(methyl-d3) methylsulfonamido) pyridin-2-yl)-1H-1,2,3-triazole-5-carboxylate